COC(CC1=CC(=C(C=C1)Cl)NC(C1=C(C=C(C=C1C)O)C)=O)=O methyl{4-chloro-3-[(4-hydroxy-2,6-dimethylbenzoyl)amino]phenyl}acetate